FC(C1=NN=C(O1)C1=CC(=C(C=C1)CN(C(=O)N1CCS(CC1)(=O)=NC(OCC1=CC=CC=C1)=O)C=1C=NC=CC1)F)F Benzyl N-[4-[[4-[5-(difluoromethyl)-1,3,4-oxadiazol-2-yl]-2-fluoro-phenyl]methyl-(3-pyridyl)carbamoyl]-1-oxo-1,4-thiazinan-1-ylidene]carbamate